C(C1=CC=CC=C1)SC1=C(N)C(=CC(=C1)C)I 2-(benzylthio)-6-iodo-4-methylaniline